N-cyclopropyl-2-[4-(o-tolyl)-2-oxo-chromen-7-yl]oxy-propionamide C1(CC1)NC(C(C)OC1=CC=C2C(=CC(OC2=C1)=O)C1=C(C=CC=C1)C)=O